FC1=CC(=C(C=C1)NC(C)=O)C(F)(F)F N-(4-fluoro-2-(trifluoromethyl)phenyl)acetamide